1-((3-hydroxy-5-(1-phenyl-1H-pyrazol-4-yl)picolinamido)methyl)cyclobutane-1-carboxylic acid OC=1C(=NC=C(C1)C=1C=NN(C1)C1=CC=CC=C1)C(=O)NCC1(CCC1)C(=O)O